BrC=1C=C(C=CC1F)N1C(=NOC1=O)C=1C(=NON1)SC1CCC(CC1)NNS(=O)=O N-[4-({4-[4-(3-bromo-4-fluorophenyl)-5-oxo-4,5-dihydro-1,2,4-oxadiazol-3-yl]-1,2,5-oxadiazol-3-yl}thio)cyclohexyl]aminosulfonamide